FC(C(=O)[O-])(F)F.C1(=CC=CC=C1)CS(=O)(=O)NC1=C(C=CC(=C1)C(=O)N1CCC(CC1)C1=CC=C(C=C1)OC=1C=NC(=CC1)C(F)(F)F)N1CC[NH2+]CC1 4-(2-((phenylmethyl)sulfonamido)-4-(4-(4-((6-(trifluoromethyl)pyridin-3-yl)oxy)phenyl)piperidine-1-carbonyl)phenyl)piperazin-1-ium 2,2,2-trifluoroacetate